CC1=NC(=CC=C1NC=1N=CC2=C(N3C=CC(=C3CC2)C(=O)N)N1)N1CCOCC1 2-[(2-methyl-6-morpholino-3-pyridyl)amino]-5,6-dihydropyrimido[4,5-e]indolizine-7-carboxamide